OC1=C(C=C(C=C1)CCOC(C(=C)C)=O)N1N=C2C(=N1)C=CC=C2 2-(2-hydroxy-5-(2-methacryloyloxyethyl)phenyl)-2H-benzotriazole